NC=1C=C(C=C(C1)C(F)(F)F)[C@@H](C)NC1=NC(=NC2=CC(=C(C=C12)Br)F)C (R)-N-(1-(3-amino-5-(trifluoromethyl)phenyl)ethyl)-6-bromo-7-fluoro-2-methylquinazoline-4-amine